potassium dodecyl sulfite S(=O)(OCCCCCCCCCCCC)[O-].[K+]